C(CCCCCCCCC)C(CO)CCCCCCCCCC 2-decyldodecan-1-ol